Cl.Cl.ClC=1C=C(C=NC1N1CCNCC1)OCC=1C=C(C=CC1)CN [3-[(5-chloro-6-piperazin-1-yl-3-pyridinyl)oxymethyl]phenyl]methylamine dihydrochloride